FC1=C(C(N)=N)C=C(C=C1)OC=1C(=C2C=CNC2=CC1F)CO 2-fluoro-5-((6-fluoro-4-(hydroxymethyl)-1H-indol-5-yl)oxy)benzimidamide